C(C#C)N1CCOCCC1 4-(prop-2-yn-1-yl)-1,4-oxazepane